C(C)(C)(C)OC(=O)N1CCC(CC1)C=1C=C2C(=C(N(C2=CC1)P(=O)(OCC1=CC=CC=C1)OCC1=CC=CC=C1)C=1C(=C(C=2N(C1)N=CN2)C)C)C(C)C 4-(1-(bis(benzyloxy)phosphoryl)-2-(7,8-dimethyl-[1,2,4]triazolo[1,5-a]pyridin-6-yl)-3-isopropyl-1H-indol-5-yl)piperidine-1-carboxylic acid tert-butyl ester